4-amino-2-ethylbutanol NCCC(CO)CC